IC=1C(=C(CBr)C=CC1)Br 3-iodo-2-bromobenzyl bromide